Diethylenglycol n-Butyl ether C(CCC)OCCOCCO